3-({3-[(2S)-2-(4-chlorophenyl)-2-hydroxyethyl]-1,2,4-oxadiazol-5-yl}methyl)-1-(1-methylpyrazol-4-yl)imidazolidine-2,4-dione ClC1=CC=C(C=C1)[C@H](CC1=NOC(=N1)CN1C(N(CC1=O)C=1C=NN(C1)C)=O)O